ClC=1C(N(C(=CC1OCC1=NC=C(C=C1F)F)C)C1=CC(=NC=C1C)N1N=C(C=C1)C(=O)O)=O 1-{3-chloro-4-[(3,5-difluoropyridin-2-yl)methoxy]-5',6-dimethyl-2-oxo-[1,4'-bipyridin]-2'-yl}pyrazole-3-carboxylic acid